C(C)(C)(C)OC(=O)NC[C@@H]1CC[C@H](CC1)C(=O)O trans-4-((tert-butoxycarbonylamino)methyl)cyclohexanecarboxylic acid